(R)-N-(1-(4-amino-6-(trifluoromethyl)pyridin-2-yl)ethyl)-4-methyl-7-morpholinophthalazin-1-amine NC1=CC(=NC(=C1)C(F)(F)F)[C@@H](C)NC1=NN=C(C2=CC=C(C=C12)N1CCOCC1)C